N1-((3,3-difluoro-cyclohexyl)methyl)-N2-(1H-pyrrolo[3,2-b]pyridin-3-yl)oxalamide FC1(CC(CCC1)CNC(C(=O)NC1=CNC=2C1=NC=CC2)=O)F